BrCC1=C2CN(C(C2=CC=C1)=O)C1CNCCC1 3-(4-(bromomethyl)-1-oxoisoindoline-2-yl)piperidine